4-{1-[(2R,7aS)-2-fluoro-hexahydropyrrolizin-7a-yl]ethoxy}-6-{6-[(tert-butyldiphenylsilyl)oxy]-6-methyl-1,4-oxazepan-4-yl}-1,3,5-triazine-2-carbonitrile F[C@@H]1C[C@@]2(CCCN2C1)C(C)OC1=NC(=NC(=N1)N1CCOCC(C1)(C)O[Si](C1=CC=CC=C1)(C1=CC=CC=C1)C(C)(C)C)C#N